3,5-di-tert-butyl-3'-iodo-1,1'-biphenyl C(C)(C)(C)C=1C=C(C=C(C1)C(C)(C)C)C1=CC(=CC=C1)I